CC(C)N1C=CC(C2=CC=CC=C12)=O 1-(propan-2-yl)-1,4-dihydroquinolin-4-one